O=S1(CC(CC1)NCC1=CC=C(C=C1)C#CC1=CC=C(C=C1)C1N(C(N(C1)CC1=C(C(NC=N1)=O)O)=O)C(C)C)=O 6-((4-(4-((4-(((1,1-dioxidotetrahydrothiophen-3-yl)amino)methyl)phenyl)ethynyl)phenyl)-3-isopropyl-2-oxoimidazolidin-1-yl)methyl)-5-hydroxypyrimidin-4(3H)-one